FC1=C2CC[C@@H](CC2=CC(=C1)F)N[S@](=O)C(C)(C)C (R)-N-((S)-5,7-difluoro-1,2,3,4-tetrahydronaphthalene-2-yl)-2-methylpropane-2-sulfinamide